BrC1=C(C=C(C=C1)C(C[N+](=O)[O-])C)OC 1-bromo-2-methoxy-4-(1-nitropropan-2-yl)benzene